C(=O)(OC(C)(C)C)NCC1=CC=C(C(=O)O)C=C1 4-(N-Boc-aminomethyl)benzoic acid